(S)-2-(2,6-dioxopiperidin-3-yl)-4-((1-methyl-6-(2-methylpyridin-4-yl)-2-oxo-1,2,3,4-tetrahydroquinolin-7-yl)amino)isoindoline O=C1NC(CC[C@@H]1N1CC2=CC=CC(=C2C1)NC1=C(C=C2CCC(N(C2=C1)C)=O)C1=CC(=NC=C1)C)=O